ethyl (S)-3-amino-3-(6-methylbiphenyl-3-yl)propanoate N[C@@H](CC(=O)OCC)C=1C=C(C(=CC1)C)C1=CC=CC=C1